bis(2-{(3-methoxybenzyl)(4-methylaminobenzyl)aminocarbonyloxy} ethyl)3,5-pyridinedicarboxylate COC=1C=C(CN(C(=O)OCCOC(=O)C=2C=NC=C(C2)C(=O)OCCOC(=O)N(CC2=CC=C(C=C2)NC)CC2=CC(=CC=C2)OC)CC2=CC=C(C=C2)NC)C=CC1